6-bromo-2,2'-binaphthyl BrC=1C=C2C=CC(=CC2=CC1)C1=CC2=CC=CC=C2C=C1